(+)-linalool CC(=CCC[C@@](C)(C=C)O)C